C(C=C)C1=CC(=C(C=C1)C#CCCC=O)OC 5-(4-allyl-2-methoxyphenyl)pent-4-ynal